(R)-6-chloro-3-((1-(2-(5-fluoroisoindolin-2-yl)-3,6-dimethyl-4-oxo-3,4-dihydroquinazolin-8-yl)ethyl)amino)-N-(pyridin-4-ylsulfonyl)picolinamide ClC1=CC=C(C(=N1)C(=O)NS(=O)(=O)C1=CC=NC=C1)N[C@H](C)C=1C=C(C=C2C(N(C(=NC12)N1CC2=CC=C(C=C2C1)F)C)=O)C